[N+](=O)([O-])C=1C=C(C=CC1)[C@H]1[C@@H](CC1)N1C=NN=C1 4-(trans-2-(3-nitrophenyl)cyclobutyl)-4H-1,2,4-triazole